2-(((tert-butyldimethylsilyl)oxy)methyl)-5-chloropyrazine [Si](C)(C)(C(C)(C)C)OCC1=NC=C(N=C1)Cl